6-chloro-8-((1S,2S)-2-(3-fluoro-4-(trifluoromethyl)phenyl)cyclopropyl)imidazo[1,2-b]pyridazine ClC=1C=C(C=2N(N1)C=CN2)[C@@H]2[C@H](C2)C2=CC(=C(C=C2)C(F)(F)F)F